NC1=CC=C(C=C1)[C@@]1(C(NC(CC1)=O)=O)C (R)-3-(4-aminophenyl)-3-methylpiperidine-2,6-dione